COC=1C=C2C(=CC=NC2=CC1OC)OC1=CC(=C(C=C1)N1C(N(CC1=O)C=1C=NC=C(C1)C(F)(F)F)=O)C 3-{4-[(6,7-dimethoxy-4-quinolinyl)oxy]-2-methylphenyl}-1-[5-(trifluoromethyl)-3-pyridinyl]-2,4-imidazolidinedione